N-(7-chlorothiazolo[5,4-b]pyridin-2-yl)benzamide ClC1=C2C(=NC=C1)SC(=N2)NC(C2=CC=CC=C2)=O